C(C)C(COC(CCCCCCCCC(CCCCCCCC)COC(CCCCCCCC=CCCCCCCCC)=O)=O)CCCC 10-((Octadec-9-enoyloxy)methyl)octadecanoic acid (2'-ethylhexyl)ester